4-Chloro-1-methyl-3,5-dinitropyrazole ClC=1C(=NN(C1[N+](=O)[O-])C)[N+](=O)[O-]